C1(CC1)(C(=O)OC)C(=O)OC dimethyl 1,1-cyclopropanedicarboxylate